4-amino-5,6-dihydro-2H-pyridine-1,3-dicarboxylic acid 1-tert-butyl ester 3-methyl ester COC(=O)C=1CN(CCC1N)C(=O)OC(C)(C)C